[(1R)-1-methylprop-2-ynyl]4-methylbenzenesulfonate C[C@H](C#C)OS(=O)(=O)C1=CC=C(C=C1)C